C(C)(C)(C)OC(=O)N1[C@@H](CN([C@H](C1)C)C=1C=2N(N(C(C1)=O)C)C=C(N2)C(C)Cl)C (2R,5S)-4-(2-(1-chloroethyl)-5-methyl-6-oxo-5,6-dihydroimidazo[1,2-b]pyridazin-8-yl)-2,5-dimethylpiperazine-1-carboxylic acid tert-butyl ester